[(propylsulfonyl)amino]nonanamide C(CC)S(=O)(=O)NC(C(=O)N)CCCCCCC